C(N)(=O)C12CN(CC2C1(F)F)C(=O)OC(C)(C)C tert-butyl 1-carbamoyl-6,6-difluoro-3-azabicyclo[3.1.0]hexane-3-carboxylate